N,N,N',N'-tetra-n-octyl-diglycolamide C(CCCCCCC)N(C(COCC(=O)N(CCCCCCCC)CCCCCCCC)=O)CCCCCCCC